BrC1=CC=C(N=N1)O[C@@H]1CC[C@H]2CN(C[C@H]21)C(=O)C2=CC1=C(CCOCC1)S2 [(3aS,4R,6aR)-4-[(6-bromo-3-pyridazinyl)oxy]hexahydrocyclopenta[c]pyrrol-2(1H)-yl](4,5,7,8-tetrahydrothieno[2,3-d]oxepin-2-yl)methanone